C(CCCCC(=O)O)(=O)O.N1=CN=C(C2=C1NC=C2)C=2C=NN(C2)C2(CN(C2)C2CCN(CC2)C(C2=C(C(=NC=C2)C(F)(F)F)F)=O)CC#N 2-(3-(4-(7H-pyrrolo[2,3-d]pyrimidin-4-yl)-1H-pyrazol-1-yl)-1-(1-(3-fluoro-2-(trifluoromethyl)-isonicotinoyl)piperidin-4-yl)azetidin-3-yl)acetonitrile adipic acid salt